CS(=O)(=O)C1CN(CCOC1)C(=O)OCC1=CC=CC=C1 benzyl 6-(methylsulfonyl)-1,4-oxazepane-4-carboxylate